ClC1=CC(=C(C=C1)C1([C@@H](CNC[C@@H]1C)C)O)C (3R,4s,5S)-4-(4-chloro-2-methylphenyl)-3,5-dimethylpiperidin-4-ol